1-(2-hydroxyethyl)-4-methyl-N-[4-(methylsulfonyl)phenyl]-5-[2-(trifluoromethyl)phenyl]-1H-pyrrole-3-formamide OCCN1C=C(C(=C1C1=C(C=CC=C1)C(F)(F)F)C)C(=O)NC1=CC=C(C=C1)S(=O)(=O)C